1-(1-((1H-indol-3-yl)methyl)-6,7-dimethoxy-3,4-dihydroisoquinoline-2(1H)-yl)-2-methoxyethane-1-one N1C=C(C2=CC=CC=C12)CC1N(CCC2=CC(=C(C=C12)OC)OC)C(COC)=O